C(OC(C)(C)C)(OC(C)(C)C)=O di-tertiary butyl carbonate